4,6-Difluoro-N-(5-fluoro-2-((2S,3R)-2-methylpiperidin-3-yl)thieno[2,3-b]pyridin-4-yl)benzo[d]thiazol-5-amine FC1=C(C(=CC2=C1N=CS2)F)NC2=C1C(=NC=C2F)SC(=C1)[C@H]1[C@@H](NCCC1)C